ClC1=CC=C(C(=N1)C(=O)O)O[C@H](C)C=1C=C(C=C2C(C(=C(OC12)C1=CC=CC=C1)C)=O)C 6-Chloro-3-[(1R)-1-(3,6-dimethyl-4-oxo-2-phenyl-chromen-8-yl)ethoxy]pyridine-2-carboxylic acid